rac-(1R,2S,5R)-1-amino-5-(2-boronoethyl)-2-(pyrrolidin-1-ylmethyl)cyclohexane-1-carboxylic acid dihydrochloride Cl.Cl.N[C@]1([C@@H](CC[C@H](C1)CCB(O)O)CN1CCCC1)C(=O)O |r|